1,2-dihydro-5-(3,5-dimethoxyphenyl)-1-methyl-2-oxo-6-(2,4,6-trifluorophenyl)-3-pyridinecarbonitrile COC=1C=C(C=C(C1)OC)C=1C=C(C(N(C1C1=C(C=C(C=C1F)F)F)C)=O)C#N